CC(=CCCC=1CC2=C(C3=CC=C(C=C3C(=C2CC1)OC(=O)OC)Cl)OC(C=C)=O)C 2-(4-methyl-3-pentenyl)-6-chloro-9-acryloyloxy-10-methoxycarbonyloxy-1,4-dihydroanthracene